NC1=NC=NN2C1=NC=C2C=2C=C(C=CC2C)S(=O)(=O)NCC2=NOC(=N2)C 3-(4-aminoimidazo[2,1-f][1,2,4]triazin-7-yl)-4-methyl-N-((5-methyl-1,2,4-oxadiazol-3-yl)methyl)benzenesulfonamide